4-methoxytetrahydrofuran COC1CCOC1